N-[4-(1-{[4-(trifluoromethyl)pyridin-3-yl]carbonyl}piperidin-4-yl)butyl]-1H-pyrrolo[3,2-c]pyridine-2-carboxamide FC(C1=C(C=NC=C1)C(=O)N1CCC(CC1)CCCCNC(=O)C1=CC=2C=NC=CC2N1)(F)F